FC(C1(CC1)N1C=C(C(=CC1=O)NC1CCN(CC1)C)C(=O)N[C@H](C)C1=C(C(=C(C=C1)OC)C(F)(F)F)F)F (R)-1-(1-(difluoromethyl)cyclopropyl)-N-(1-(2-fluoro-4-methoxy-3-(trifluoromethyl)phenyl)ethyl)-4-((1-methylpiperidin-4-yl)amino)-6-oxo-1,6-dihydropyridine-3-carboxamide